N,N-bis(4-(dibenzo[b,d]furan-4-yl)phenyl)-[1,1':4',4''-terphenyl]-4-amine C1=CC=C(C=2OC3=C(C21)C=CC=C3)C3=CC=C(C=C3)N(C3=CC=C(C=C3)C3=CC=C(C=C3)C3=CC=CC=C3)C3=CC=C(C=C3)C3=CC=CC2=C3OC3=C2C=CC=C3